F[B-](F)(F)F.IC=1C=C(C=CC1)[N+]#N 3-iodophenyl-diazonium tetrafluoroborate